2,3-dibromo-3-phenylpropan-1-ol BrC(CO)C(C1=CC=CC=C1)Br